(pyrazolo[1,5-a]pyridin-2-yl)ethan-1-one N1=C(C=C2N1C=CC=C2)C(C)=O